FC1(C[C@@H](CC1)N1C(N([C@H](C1)C#N)C1=CN=CC2=CC=CC=C12)=O)F |o1:3| (R)-1-((R or S)-3,3-difluorocyclopentyl)-3-(isoquinolin-4-yl)-2-oxoimidazoline-4-carbonitrile